C(C)(C)(C)OC(NC1=CC(=C(C=C1)OC1=CC=NC=2NC(C=NC21)=O)F)=O (3-fluoro-4-((3-oxo-3,4-dihydropyrido[2,3-b]pyrazin-8-yl)oxy)phenyl)carbamic acid tert-butyl ester